O=C1NC(CCC1N1C(C2=CC=C(C=C2C1=O)N1CC(CC1)CN1CCC(CC1)C1=CC=C(C=C1)NC=1N=C(N=NC1C(=O)N)C=1NC=CN1)=O)=O 5-((4-(1-((1-(2-(2,6-dioxopiperidin-3-yl)-1,3-dioxoisoindolin-5-yl)pyrrolidine-3-yl)methyl)piperidin-4-yl)phenyl)amino)-3-(1H-imidazol-2-yl)-1,2,4-triazine-6-carboxamide